N-(3-methoxy-4-(4-methylpiperazin-1-yl)phenyl)-6-(2-(6-methylpyridin-2-yl)-6,7-dihydro-8H-pyrimido[5,4-b][1,4]oxazin-8-yl)pyrimidin-4-amine COC=1C=C(C=CC1N1CCN(CC1)C)NC1=NC=NC(=C1)N1C2=C(OCC1)C=NC(=N2)C2=NC(=CC=C2)C